N-(3-chloro-5-(methylsulfonylamino)phenyl)-1-(3-hydroxypropyl)-1H-pyrazole-4-carboxamide ClC=1C=C(C=C(C1)NS(=O)(=O)C)NC(=O)C=1C=NN(C1)CCCO